C1(CC1)C1=NSC(=N1)C1=NN=C2N1CCN([C@@H]2C)C(=O)C2=C(C=C(C(=C2)F)F)F (R)-(3-(3-cyclopropyl-1,2,4-thiadiazol-5-yl)-8-methyl-5,6-dihydro-[1,2,4]triazolo[4,3-a]pyrazin-7(8H)-yl)(2,4,5-trifluorophenyl)methanone